COC1=C(C=CC=C1)C1(N=C(C(=N1)C1=CC=CC=C1)C1=CC=CC=C1)C1(N=C(C(=N1)C1=CC=CC=C1)C1=CC=CC=C1)C1=C(C=CC=C1)OC 2,2'-bis(2-Methoxyphenyl)-4,4',5,5'-tetraphenylbiimidazole